[Cl-].C1(=C(C=CC=C1)C1=CC=[NH+]C=C1)C p-tolylpyridinium chloride